(11E)-11-hexadecen-1-ol acetate C(C)(=O)OCCCCCCCCCC\C=C\CCCC